C(C)(C)(C)OC(=O)N1[C@@H]2CN([C@H](C1)C2)C2=CN=C(S2)N (1S,4S)-5-(2-aminothiazol-5-yl)-2,5-diazabicyclo[2.2.1]heptane-2-carboxylic acid tert-butyl ester